ClCC monochloroethane